N-(6'-(hydroxymethyl)-8'-methoxy-4'H-spiro[cyclopropane-1,5'-naphtho[2,1-d]isoxazol]-3'-yl)-2-methoxybenzenesulfonamide OCC1=C2C3(CC=4C(=NOC4C2=CC(=C1)OC)NS(=O)(=O)C1=C(C=CC=C1)OC)CC3